CC1=C(C=C(C=C1)[C@@H](CN[C@@H]([C@H]1CNC2=C(N1)N=CC=C2)C2=CC=CC=C2)C)CC(=O)O |o1:7| 2-(2-methyl-5-((S or R)-1-(((R)-phenyl((R)-1,2,3,4-tetrahydropyrido[2,3-b]pyrazin-3-yl)methyl)amino)propan-2-yl)phenyl)acetic acid